FC=1C=C2C(=CC=NC2=CC1)C1CCC(CC1)[C@H](C)C1=NC2=C(N1)C=CC(=C2)C(F)(F)F 6-fluoro-4-((1S,4s)-4-((R)-1-(5-(trifluoromethyl)-1H-benzo[d]imidazol-2-yl)ethyl)cyclohexyl)quinoline